FC(OC1=CC(=C(C=N1)OCC(C#N)(C)C)C1=CC=2N(C=C1)N=C(C2)NC2=NC(=NC(=C2)C)C)F 3-[[6-(difluoromethoxy)-4-[2-[(2,6-dimethylpyrimidin-4-yl)amino]pyrazolo[1,5-a]pyridin-5-yl]-3-pyridyl]oxy]-2,2-dimethyl-propanenitrile